C1(=CC(=CC=C1)C[C@@H]1N(CC([C@@H]1NS(=O)(=O)C1CC1)(F)F)C(=O)C1OCC1)C1=CC=CC=C1 N-[(2S,3R)-2-[([1,1-biphenyl]-3-yl)methyl]-4,4-difluoro-1-(oxetane-2-carbonyl)pyrrolidin-3-yl]cyclopropanesulfonamide